5-(2-methyl-2H-tetrazol-5-yl)-2-(7-(2,2,6,6-tetramethyl-1,2,3,6-tetrahydropyridin-4-yl)imidazo[1,2-a]pyrimidin-2-yl)phenol CN1N=C(N=N1)C=1C=CC(=C(C1)O)C=1N=C2N(C=CC(=N2)C=2CC(NC(C2)(C)C)(C)C)C1